6-(2-chlorothiazol-5-yl)-N-(1-methyl-1H-indazol-7-yl)pyridine-3-sulfonamide ClC=1SC(=CN1)C1=CC=C(C=N1)S(=O)(=O)NC=1C=CC=C2C=NN(C12)C